β-(3,4-epoxycyclohexyl)ethyltripropoxysilane C1(CC2C(CC1)O2)CC[Si](OCCC)(OCCC)OCCC